C(\C=C\C(=O)O)(=O)O.C1(CC1)C1=CC(=NN1)NC(C(C(C)C)C=1C=C(C=CC1)C=1C=CC(=NC1)NC(\C=C\CN1CCOCC1)=O)=O (E)-N-(5-(3-(1-((5-cyclopropyl-1H-pyrazol-3-yl)amino)-3-methyl-1-oxobutan-2-yl)phenyl)pyridin-2-yl)-4-morpholinobut-2-enamide fumarate